5-carboxymethyl-aminomethyl-2-selenouridine C(=O)(O)CC=1C(NC(N([C@]2([C@H](O)[C@H](O)[C@@H](CO)O2)CN)C1)=[Se])=O